FC1=NC=CC=C1C1=CC2=C(OCCN(S2(=O)=O)C)C=C1 8-(2-fluoropyridin-3-yl)-2-methyl-3,4-dihydro-2H-benzo[b][1,4,5]oxathiazepine 1,1-dioxide